CS(=O)(=O)C1=CC2=C(C(C(=CO2)NC=O)=O)C=C1OC1=CC=CC=C1 N-(7-(methylsulfonyl)-4-oxo-6-phenoxy-4H-benzopyran-3-yl)carboxamide